3-(3-azabicyclo[3.1.0]hexan-3-yl)-4-((N,N-dimethylsulfamoyl)carbamoyl)benzoic acid C12CN(CC2C1)C=1C=C(C(=O)O)C=CC1C(NS(N(C)C)(=O)=O)=O